(R,E)-(6'-(fluoromethylene)tetrahydrospiro[cyclopropane-1,1'-pyrrolizin]-7a'(5'H)-yl)methanol F\C=C/1\CN2CCC3([C@]2(C1)CO)CC3